Benzyl (4S)-4-[(2S)-3-(benzyloxy)-2-(6-methylheptanamido)propanamido]-2,2-dimethyl-3-oxopentanoate C(C1=CC=CC=C1)OC[C@@H](C(=O)N[C@H](C(C(C(=O)OCC1=CC=CC=C1)(C)C)=O)C)NC(CCCCC(C)C)=O